FC(C1=CC=C(NC2=NC=CC=C2C2=CC=C(C(=O)N)C=C2)C=C1)(F)F 4-[2-[4-(trifluoromethyl)anilino]-3-pyridyl]benzamide